FC(C)(F)[C@H]1OC2=C(CN(C1)C(C(F)(F)F)=O)N=CC=C2 1-[(2S)-2-(1,1-difluoroethyl)-2,3-dihydropyrido[2,3-f][1,4]oxazepin-4(5H)-yl]-2,2,2-Trifluoroethanone